N(=C=O)CCC(CC(C)N=C=O)N=C=O 1,3,5-triisocyanatohexane